C(C)OC1=C(C=CC=C1)[C@H](CN1C(N(C(C2=C1SC(=C2C)C=2OC=CN2)=O)C(C(=O)O)(C)C)=O)OC2CCOCC2 2-[1-[(2R)-2-(2-ethoxyphenyl)-2-(oxacyclohex-4-yloxy)ethyl]-5-methyl-6-(1,3-oxazol-2-yl)-2,4-dioxo-1H,2H,3H,4H-thieno[2,3-d]pyrimidin-3-yl]-2-methylpropionic acid